N-((5-(2-((6-methoxy-2-methylquinazolin-4-yl)thio)acetyl)thiophen-2-yl)methyl)nicotinamide COC=1C=C2C(=NC(=NC2=CC1)C)SCC(=O)C1=CC=C(S1)CNC(C1=CN=CC=C1)=O